dimethyl (R)-2-((6-chloro-1-(2-methylazetidin-1-yl)-2,7-naphthyridin-4-yl)methylene)malonate Titanium tetrachloride [Ti](Cl)(Cl)(Cl)Cl.ClC=1C=C2C(=CN=C(C2=CN1)N1[C@@H](CC1)C)C=C(C(=O)OC)C(=O)OC